ClC=1C=C(C=CC1OC)C(=O)N1CC2=C(CC1)SC(=C2)C2=NOC(=N2)C(F)(F)F (3-chloro-4-methoxyphenyl)(2-(5-(trifluoromethyl)-1,2,4-oxadiazol-3-yl)-6,7-dihydrothieno[3,2-c]pyridin-5(4H)-yl)methanone